methanetrisulphonate C(S(=O)(=O)[O-])(S(=O)(=O)[O-])S(=O)(=O)[O-]